CC1=NOC(=C1)C=1C=C2N(N=CC=C2N2CC3CCC(C2)N3C3CC(C3)C#N)C1 3-(3-(6-(3-methylisoxazol-5-yl)pyrrolo[1,2-b]pyridazin-4-yl)-3,8-diazabicyclo[3.2.1]octan-8-yl)cyclobutane-1-carbonitrile